5-(2-ethoxypyridin-3-yl)-1-isopropyl-N-((1-methyl-1H-pyrazol-5-yl)methyl)-1H-pyrazolo[4,3-b]pyridin-7-amine C(C)OC1=NC=CC=C1C1=CC(=C2C(=N1)C=NN2C(C)C)NCC2=CC=NN2C